OC(C#CC1=NC=C(C#N)C(=C1)N1CCC(CC1)OC1CC(C1)OC)(C)C 6-(3-hydroxy-3-methylbut-1-yn-1-yl)-4-(4-(3-methoxycyclobutoxy)piperidin-1-yl)nicotinonitrile